1-Isopropyl-N-(4-morpholinophenyl)-1H-[1,2,3]triazolo[4,5-h]quinazolin-8-amine hydrochloride Cl.C(C)(C)N1N=NC=2C=CC=3C=NC(=NC3C21)NC2=CC=C(C=C2)N2CCOCC2